C1(=CC(=CC=C1)N1C(=NC=C1)[C@H]1NC2=CC=CC=C2C1)C (S)-2-(1-(m-tolyl)-1H-imidazol-2-yl)indoline